[[2-[(2R,5S)-5-methyl-2-[1-(1H-pyrazol-3-yl)pyrazol-3-yl]-1-piperidyl]-2-oxo-acetyl]amino]pyridine-3-carboxamide C[C@H]1CC[C@@H](N(C1)C(C(=O)NC1=NC=CC=C1C(=O)N)=O)C1=NN(C=C1)C1=NNC=C1